(1H-indole-2-carbonyl)-L-proline N1C(=CC2=CC=CC=C12)C(=O)N1[C@@H](CCC1)C(=O)O